N-[6-(5-chloro-1,3-benzothiazol-2-yl)spiro[3.3]heptan-2-yl]-1-ethyl-5-oxo-pyrrolidine-3-carboxamide ClC=1C=CC2=C(N=C(S2)C2CC3(CC(C3)NC(=O)C3CN(C(C3)=O)CC)C2)C1